The molecule is a 3,4'-bipyridine substituted at positions 5 and 6 by an amino group and a keto function respectively. A pyridine phosphodiesterase 3 inhibitor, it is a drug that may improve the prognosis in patients with congestive heart failure. It has a role as an EC 3.1.4.* (phosphoric diester hydrolase) inhibitor. C1=CN=CC=C1C2=CNC(=O)C(=C2)N